C1(CC1)C=1C=C(CNCCCCOC2CN(C2)C2=NC3=C(C4=CN=CC=C24)C=CC(=C3)C(=O)O)C=C(C1)OC(F)(F)F 5-(3-(4-((3-cyclopropyl-5-(trifluoromethoxy)benzyl)amino)butoxy)azetidin-1-yl)benzo[c][2,6]naphthyridine-8-carboxylic acid